3-chloro-5-((6-oxo-1-((6-oxo-5-(1H-pyrazol-5-yl)-1,6-dihydropyridazin-3-yl)methyl)-4-(trifluoromethyl)-1,6-dihydropyrimidin-5-yl)oxy)benzonitrile ClC=1C=C(C#N)C=C(C1)OC1=C(N=CN(C1=O)CC1=NNC(C(=C1)C1=CC=NN1)=O)C(F)(F)F